(R)-8-(1-((4-fluoro-2-(3-oxo-1,4-diazepan-1-yl)phenyl)amino)ethyl)-3,6-dimethyl-2-(tetrahydro-2H-pyran-4-yl)quinazolin-4(3H)-one FC1=CC(=C(C=C1)N[C@H](C)C=1C=C(C=C2C(N(C(=NC12)C1CCOCC1)C)=O)C)N1CC(NCCC1)=O